COC(C(O)C=1C(NC(NC1)=O)=O)=O uracil-5-glycolic acid methyl ester